4-(3-Chloro-2-fluoro-6-methoxyphenyl)-N-(5-(1,1-difluoro-2-(methylsulfonamido)-2-oxoethyl)-1,3,4-thiadiazol-2-yl)-6-methylnicotinamide ClC=1C(=C(C(=CC1)OC)C1=CC(=NC=C1C(=O)NC=1SC(=NN1)C(C(=O)NS(=O)(=O)C)(F)F)C)F